5-(2,6-difluoro-4-nitrophenoxy)-2-fluorobenzonitrile FC1=C(OC=2C=CC(=C(C#N)C2)F)C(=CC(=C1)[N+](=O)[O-])F